cyclododecyl propiolate C(C#C)(=O)OC1CCCCCCCCCCC1